1-(4-(2-chloro-3-(6-methoxypyridin-3-yl)-1-tosyl-1H-pyrrolo[2,3-b]pyridin-5-yl)benzyl)piperidin-3-ol ClC1=C(C=2C(=NC=C(C2)C2=CC=C(CN3CC(CCC3)O)C=C2)N1S(=O)(=O)C1=CC=C(C)C=C1)C=1C=NC(=CC1)OC